ClC1=CC=C(C=C1)C=1CC2(CCC2)CCC1CN1CCN(CC1)CC=1C=C2CN(C(C2=CC1)=O)C1C(NC(CC1)=O)=O 3-(5-((4-((6-(4-chlorophenyl)spiro[3.5]non-6-en-7-yl)methyl)piperazin-1-yl)methyl)-1-Oxoisoindolin-2-yl)piperidine-2,6-dione